(R)-4-((1-(3-(difluoromethyl)-2-fluorophenyl)ethyl)amino)-6-(1-(fluoromethyl)cyclopropyl)-8-(4-isopropylpiperazin-1-yl)-2-methylpyrido[4,3-d]pyrimidine-7(6H)-one FC(C=1C(=C(C=CC1)[C@@H](C)NC=1C=2C(N=C(N1)C)=C(C(N(C2)C2(CC2)CF)=O)N2CCN(CC2)C(C)C)F)F